4,5-bis(benzyloxy)-2-methylbenzaldehyde C(C1=CC=CC=C1)OC1=CC(=C(C=O)C=C1OCC1=CC=CC=C1)C